[6-(dimethylamino)-3-pyridyl]methanol CN(C1=CC=C(C=N1)CO)C